NC1=NC=2CC[C@@H]([C@@H](C2C=C1)O)[C@H]1N2C(C3=CC=CC=C13)=CN=C2 (5S,6R)-2-Amino-6-((R)-5H-imidazo[5,1-a]isoindol-5-yl)-5,6,7,8-tetrahydrochinolin-5-ol